(1R,3S)-3-{5-[3-(1,3-dioxolan-2-yl)-4-[(4-methoxyphenyl)methoxy]-5-methylbenzamido]-2H-pyrazol-3-yl}cyclopentyl N-isopropyl-carbamate C(C)(C)NC(O[C@H]1C[C@H](CC1)C=1NN=C(C1)NC(C1=CC(=C(C(=C1)C)OCC1=CC=C(C=C1)OC)C1OCCO1)=O)=O